ClC=1C=C2C=C(NC2=C(C1)NC1CCOCC1)C1=CC=C(C=C1)CC(=O)OC methyl 2-(4-(5-chloro-7-((tetrahydro-2H-pyran-4-yl)amino)-1H-indol-2-yl) phenyl)acetate